4-(3-cyclobutyl-4-methyl-5-oxo-4,5-dihydro-1H-1,2,4-triazol-1-yl)-5-fluoro-2-{[(2S)-1,1,1-trifluoropropan-2-yl]oxy}benzoic acid C1(CCC1)C1=NN(C(N1C)=O)C1=CC(=C(C(=O)O)C=C1F)O[C@H](C(F)(F)F)C